5-((6-(1'-acetyl-2-oxo-1-((1s,3s)-3-(piperidin-1-yl)cyclobutyl)spiro[indolin-3,4'-piperidin]-6-yl)-3-isopropyl-3H-imidazo[4,5-c]pyridin-4-yl)amino)-2,4-difluorobenzoic acid C(C)(=O)N1CCC2(CC1)C(N(C1=CC(=CC=C12)C1=CC2=C(C(=N1)NC=1C(=CC(=C(C(=O)O)C1)F)F)N(C=N2)C(C)C)C2CC(C2)N2CCCCC2)=O